(3-(5-(2-aminopyrimidin-4-yl)-2-(3-(6-(2-(2,6-dioxopiperidin-3-yl)-3-oxoisoindolin-5-yl)hexanoyl)-3-azaspiro[5.5]undecan-9-yl)thiazol-4-yl)-2-fluorophenyl)propane-1-sulfonamide NC1=NC=CC(=N1)C1=C(N=C(S1)C1CCC2(CCN(CC2)C(CCCCCC=2C=C3C(N(CC3=CC2)C2C(NC(CC2)=O)=O)=O)=O)CC1)C=1C(=C(C=CC1)C(CC)S(=O)(=O)N)F